trans-7-chloro-2-(2-(2-chlorophenyl)-3,4,6,7-tetrahydro-5H-imidazo[4,5-c]pyridin-5-yl)-1,2,3,4-tetrahydronaphthalen-1-ol ClC1=CC=C2CC[C@H]([C@@H](C2=C1)O)N1CC2=C(CC1)N=C(N2)C2=C(C=CC=C2)Cl